C1(CC1)S(=O)(=O)NC=1SC=C(N1)C(C(=O)NC1=CC=C(C=C1)C=1C(=NC=CC1C)OC)(C)C 2-(2-(cyclopropanesulfonamido)thiazol-4-yl)-N-(4-(2-methoxy-4-methylpyridin-3-yl)phenyl)-2-methylpropanamide